[C@@H](C)(CC)OC1=CC(=CC2=C1C(N1[C@@H](CO2)C[C@H](C1)O)=O)C (2R,11aR)-6-((R)-sec-butoxy)-2-hydroxy-8-methyl-2,3,11,11a-tetrahydro-1H,5H-benzo[f]pyrrolo[2,1-c][1,4]oxazepine-5-one